ClC[C@@H](CC1=CC(=C(C=C1)C)C)NC(=O)C=1C(N(N=CC1OC1=CC(=CC=C1)C1CC1)C)=O |r| N-[(2RS)-1-chloro-3-(3,4-dimethylphenyl)propan-2-yl]-5-(3-cyclopropylphenoxy)-2-methyl-3-oxo-2,3-dihydropyridazine-4-carboxamide